N-(2-aminoethyl)3-aminopropyl-methyltrimethoxysilane NCCNCCCCO[Si](OC)(OC)C